NCCOCCOCCNC(OC(C)(C)C)=O tert-butyl [2-[2-(2-aminoethoxy)ethoxy]ethyl]carbamate